N=1C=CN2N=C(C=CC21)C=2C=NC=C(C2)O[C@H](CN2N=NN=C2)C 3-{imidazo[1,2-b]pyridazin-6-yl}-5-{[(2S)-1-(1H-tetrazol-1-yl)propan-2-yl]oxy}pyridine